3-((4-(dimethylcarbamoyl)-2,6-difluoro-3,5-dimethoxyphenyl)sulfamoyl)benzoic acid CN(C(=O)C1=C(C(=C(C(=C1OC)F)NS(=O)(=O)C=1C=C(C(=O)O)C=CC1)F)OC)C